6-(1,3-benzothiazol-6-ylamino)-4-[(1-methylsulfonyl-4-piperidyl)amino]pyridine-3-carboxylic acid S1C=NC2=C1C=C(C=C2)NC2=CC(=C(C=N2)C(=O)O)NC2CCN(CC2)S(=O)(=O)C